7-bromo-4-hydroxy-1-isobutyl-N-(3-methylpyridin-2-yl)-2-oxo-1,2-dihydroquinoline-3-carboxamide BrC1=CC=C2C(=C(C(N(C2=C1)CC(C)C)=O)C(=O)NC1=NC=CC=C1C)O